[Na+].C(CCC(=O)[O-])(=O)SCCNC(CCNC([C@@H](C(COP(OP(OC[C@@H]1[C@H]([C@H]([C@@H](O1)N1C=NC=2C(N)=NC=NC12)O)OP(=O)(O)O)(=O)O)(=O)O)(C)C)O)=O)=O succinyl-CoA sodium salt